C(C(=C)C)(=O)OC1CC(N(C(C1)(C)C)SC1=CC=CC=C1)(C)C 2,2,6,6-tetramethyl-1-(phenylthio)-4-piperidyl methacrylate